5-chloro-4-((1S,3S)-3-((dimethylamino)methyl)-3-methoxycyclopentyl)-2-fluoro-N-(6-fluoropyridin-2-yl)-N-(4-methoxybenzyl)benzenesulfonamide ClC=1C(=CC(=C(C1)S(=O)(=O)N(CC1=CC=C(C=C1)OC)C1=NC(=CC=C1)F)F)[C@@H]1C[C@](CC1)(OC)CN(C)C